FC(CN1N=C(C(=C1)C1=NC(=NC=C1)NC1=CC=C(C=C1)N1CCN(CC1)C(=O)OC(C)(C)C)C=1C=NC=CC1)F tert-Butyl 4-(4-((4-(1-(2,2-difluoroethyl)-3-(pyridin-3-yl)-1H-pyrazol-4-yl)pyrimidin-2-yl)amino)phenyl)piperazine-1-carboxylate